O=C1NC(CCC1C1=C(C=C(C=C1F)N1CC(C1)N(C(=O)OCN1C=C(C2=CC=CC=C12)CCN(C)C)C(COC)COC)F)=O (3-(2-(dimethylamino)ethyl)-1H-indol-1-yl)methanol 1-(4-(2,6-dioxopiperidin-3-yl)-3,5-difluorophenyl)azetidin-3-yl-(1,3-dimethoxypropan-2-yl)carbamate